FC1=CC=C(C=C1)C(O)C1=NC=NC=C1 (4-fluorophenyl)(pyrimidin-4-yl)methanol